CN1N=CC(=C1)C1(CC=2C3=C(NC2C=C1)N=CN=C3N[C@@H]3CC[C@H](CC3)N3CCOCC3)N 6-(1-methyl-1H-pyrazol-4-yl)-N-(trans-4-morpholinocyclohexyl)-9H-pyrimido[4,5-b]indole-4,6-diamine